5'-methyl-[2,3'-bipyridin] CC=1C=C(C=NC1)C1=NC=CC=C1